1-Ethyl-3-(5-(4-methoxy-3-((4-oxo-3,4-dihydrophthalazin-1-yl)methyl)phenyl)-1H-benzoimidazol-2-yl)urea C(C)NC(=O)NC1=NC2=C(N1)C=CC(=C2)C2=CC(=C(C=C2)OC)CC2=NNC(C1=CC=CC=C21)=O